C1(C=CCCC1)N1N=CC=2C=NC(=CC21)NC2=NC(=CC(=N2)N2CCNCC2)N2CCCC2 1-(cyclohex-2-en-1-yl)-N-[4-(piperazin-1-yl)-6-(pyrrolidin-1-yl)pyrimidin-2-yl]-1H-pyrazolo[4,3-c]pyridin-6-amine